C(C)(C)(C)OC(=O)N1CC(CCC1)N1C(C2=CC=C(C=C2C=C1)C=1C=C(C=2N(C1)C=C(N2)C)F)=O.NCCCN2CCOCC2 4-(3-amino-propyl)morpholine tert-butyl-3-(6-{8-fluoro-2-methylimidazo[1,2-a]pyridin-6-yl}-1-oxoisoquinolin-2-yl)piperidine-1-carboxylate